[Cl-].C[N+](CC(=O)O)(C)CCCCCCCCCCCCCCCCCCCCCC N,N-dimethyl-N-carboxymethyl-behenyl-ammonium chloride